N-([1,1'-biphenyl]-4-yl)-6-hydroxy-2-naphthalamide C1(=CC=C(C=C1)NC(=O)C1=CC2=CC=C(C=C2C=C1)O)C1=CC=CC=C1